C(C)(=O)OC1=C2C(=CNC2=CC=C1)CC[NH+](N1CCN(CC1)C)CC (S)-N-{2-[4-(acetyl-oxy)-1H-indol-3-yl]-ethyl}-N-ethyl-4-methylpiperazin-1-aminium